2-(2-hydroxy-3,5-di-t-amylphenyl)benzotriazole OC1=C(C=C(C=C1C(C)(C)CC)C(C)(C)CC)N1N=C2C(=N1)C=CC=C2